BrC=1C=C(C=C(C1)Cl)[C@@H](C)N[S@@](=O)C(C)(C)C (S)-N-((R)-1-(3-bromo-5-chlorophenyl)ethyl)-2-methylpropane-2-sulfinamide